ClC=1C=C(C=CC1)N1C=C(C2=C1N=CN=C2O)N2[C@H](CCC2)C (S)-7-(3-Chlorophenyl)-5-(2-methylpyrrolidin-1-yl)-7H-pyrrolo[2,3-d]pyrimidin-4-ol